CC(C(C(=O)O)(C)C)(CC(=O)O)C(=O)O trimethyl-1,2,3-propanetricarboxylic acid